1-(2-methyl-4-phenoxyphenyl)-3-(4-methylphenyl)-1,3,5-triazinane-2,4,6-trione CC1=C(C=CC(=C1)OC1=CC=CC=C1)N1C(N(C(NC1=O)=O)C1=CC=C(C=C1)C)=O